R-Glyceraldehyde dimethylacetal COC([C@H](O)CO)OC